C(#N)/C(/C(=O)N(CC)CC)=C\C1=CC(=C(C=C1)O)O (E)-2-cyano-3-(3,4-dihydroxyphenyl)-N,N-diethylacrylamide